ClC=1C=NC=C(C1[C@@H](C)OC=1C=C2C(=NNC2=CC1)C(=O)NC=1C=NN(C1)CC=1C=NC=CC1)Cl (R)-5-(1-(3,5-dichloropyridin-4-yl)ethoxy)-N-(1-(pyridin-3-ylmethyl)-1H-pyrazol-4-yl)-1H-indazole-3-carboxamide